[Pb].[Sn] stannum-lead